2-(6-chloronaphthalen-2-yl)-2,2-difluoro-N-((1r,2r)-1-(8-fluoro-2,3-dihydrobenzo[b][1,4]dioxin-6-yl)-1-hydroxy-3-(pyrrolidin-1-yl)propan-2-yl)acetamide ClC=1C=C2C=CC(=CC2=CC1)C(C(=O)N[C@@H]([C@H](O)C1=CC2=C(OCCO2)C(=C1)F)CN1CCCC1)(F)F